C(C)(C)(C)OC(C1=C(C(=CC=C1COC)C=C)OCOC)=O.[Si](C1=CC=CC=C1)(C1=CC=CC=C1)(C(C)(C)C)OCC=1C=C(C=CC1[N+](=O)[O-])C(C)=O 1-(3-(((Tert-butyldiphenylsilyl)oxy)methyl)-4-nitrophenyl)ethan-1-one tert-butyl-6-(methoxymethyl)-2-(methoxymethoxy)-3-vinylbenzoate